6-[(3S,4S)-1-benzyl-4-ethylpyrrolidin-3-yl]-1-(tetrahydro-2H-pyran-4-yl)-1,5-dihydro-4H-pyrazolo[3,4-d]pyrimidin-4-one C(C1=CC=CC=C1)N1C[C@H]([C@@H](C1)CC)C=1NC(C2=C(N1)N(N=C2)C2CCOCC2)=O